N[C@H](C(=O)N[C@H]1CS(C2=C(N(C1=O)CC1=CC=C(C=C1)Cl)C=C(C(=C2)F)C=2OC(=NN2)C(C)(C)C)(=O)=O)CC (2S)-2-amino-N-[(3R)-7-(5-tert-butyl-1,3,4-oxadiazol-2-yl)-5-[(4-chlorophenyl)methyl]-8-fluoro-1,1,4-trioxo-2,3-dihydro-1lambda6,5-benzothiazepin-3-yl]butanamide